C(C)(=O)O[C@@H](COC1=CC=C(C=C1)S(=O)(=O)C1=CC(=C(C(=C1)Cl)OC[C@@H](CCl)OC(C)=O)Cl)COC (R)-1-(4-((4-((S)-2-acetoxy-3-chloropropoxy)-3,5-dichlorophenyl)sulfonyl)phenoxy)-3-methoxypropan-2-yl acetate